(2S)-1-[2-[4-[(2-Oxochromen-4-yl)amino]-1-piperidyl]acetyl]pyrrolidin-2-carbonitril O=C1OC2=CC=CC=C2C(=C1)NC1CCN(CC1)CC(=O)N1[C@@H](CCC1)C#N